CC=1N(C=C[N+]1CCC)C dimethyl-3-propyl-1H-imidazol-3-ium